S1C=NC2=C1C=C(C=C2)S(=O)(=O)N2C(=CC1=CC(=CC=C21)Cl)CCCC(=O)O 1-(6-benzothiazolylsulfonyl)-5-chloro-1H-indole-2-butyric acid